(3ar,4r,6ar)-1-(5-(2-cyanopyridin-4-yl)oxazole-2-carbonyl)-4-methylhexahydropyrrolo-[3,4-b]-pyrrole-5(1H)-carboxylic acid tert-butyl ester C(C)(C)(C)OC(=O)N1C[C@@H]2N(CC[C@@H]2[C@H]1C)C(=O)C=1OC(=CN1)C1=CC(=NC=C1)C#N